CCCCCCCCC(=O)O.O1CC(CC1)CNC(=O)C1=NC=CN=C1 N-((tetrahydrofuran-3-yl)methyl)pyrazine-2-carboxamide octane-8-carboxylate